N1[C@H](CC1)CN1CC(CC1)CNC(=O)C1CCN(CC1)C1=NC(=NO1)C1=CC=C(C=C1)OC N-((1-(((R)-azetidin-2-yl)methyl)pyrrolidin-3-yl)methyl)-1-(3-(4-methoxyphenyl)-1,2,4-oxadiazol-5-yl)piperidine-4-carboxamide